C=1(NC=C2C=CC=CC12)CCN1C(C2=CC=3C(N(C(C3C=C2C1=O)=O)CCC=1NC=C2C=CC=CC12)=O)=O 2,6-bis-(2-isoindolylethyl)pyrrolo[3,4-f]Isoindole-1,3,5,7-tetraone